(1R,3S)-1-(4-chloro-3-(5-fluoropyrimidin-2-yl)benzyl)-3-((diphenylmethylene)amino)cyclopentane-1-carboxylate ClC1=C(C=C(C[C@]2(C[C@H](CC2)N=C(C2=CC=CC=C2)C2=CC=CC=C2)C(=O)[O-])C=C1)C1=NC=C(C=N1)F